C(C)OC(=O)C=1C(=NC(=NC1)NC1=CC2=C(C(OC2(C)C)=O)C=C1)NCCC(C)(C)N 4-[(3-amino-3-methylbutyl)amino]-2-[(3,3-dimethyl-1-oxo-1,3-dihydro-2-benzofuran-5-yl)amino]pyrimidine-5-carboxylic acid ethyl ester